NC1=C(C(=NC=N1)N1N=CC(=C1)C(=O)C1=CC=CC=C1)C1=CC=C(C=C1)Cl {1-[6-amino-5-(p-chlorophenyl)-4-pyrimidinyl]-1H-pyrazol-4-yl}phenyl-methanone